2-(methylsulfanyl)-N-[(5-phenyl-4H-1,2,4-triazol-3-yl)methyl]-8-(propan-2-yl)pyrazolo[1,5-a][1,3,5]triazin-4-amine CSC1=NC=2N(C(=N1)NCC1=NN=C(N1)C1=CC=CC=C1)N=CC2C(C)C